(5-(5-chloro-2-methoxypyridin-4-yl)-1H-pyrazole-3-carbonyl)-N-(3,3-difluorocyclohexyl)piperidine-4-carboxamide ClC=1C(=CC(=NC1)OC)C1=CC(=NN1)C(=O)N1CCC(CC1)C(=O)NC1CC(CCC1)(F)F